sodium Lithium borohydride [BH4-].[Li+].[Na+].[BH4-]